C(C)(C)(C)OC(=O)N1[C@@H](C[C@H](C1)NC(=O)C1=C(OC2=C1C=C(C=C2)OCC2=CC=CC=C2)C)C(N)=O (2S,4R)-4-(5-(benzyloxy)-2-methylbenzofuran-3-carboxamido)-2-carbamoyl-pyrrolidine-1-carboxylic acid tert-butyl ester